1-(4-(1-(2-(difluoromethyl)-6-methylphenyl)azetidin-3-yl)-2,6-dimethylbenzyl)piperidine-4-carboxylic acid FC(C1=C(C(=CC=C1)C)N1CC(C1)C1=CC(=C(CN2CCC(CC2)C(=O)O)C(=C1)C)C)F